Cl.O1N=CC(CC=C1)=O oxazepine-4(5H)-one hydrochloride